BrC1=NN(C2=C1C(=NC=C2I)N(C(OC(C)(C)C)=O)C(=O)OC(C)(C)C)CC[C@@H](C)NC(=O)OC(C)(C)C tert-butyl N-[3-bromo-1-[(3R)-3-(tert-butoxycarbonylamino) butyl]-7-iodo-pyrazolo[4,3-c]pyridin-4-yl]-N-tert-butoxycarbonyl-carbamate